1-[5-chloro-2-(4-methylpiperazin-1-yl)pyrimidin-4-yl]-N-(2-{imidazo[1,2-a]pyridin-3-yl}propan-2-yl)piperidine-4-carboxamide ClC=1C(=NC(=NC1)N1CCN(CC1)C)N1CCC(CC1)C(=O)NC(C)(C)C1=CN=C2N1C=CC=C2